CC1C(COC1)N 4-methyltetrahydrofuran-3-amine